(S)-3-(1-(6-ethoxy-5-methoxypyridin-2-yl)-2-(methylsulfonyl)ethyl)-1-methyl-6-(o-tolyl)-1H-imidazo[4,5-b]pyridin-2(3H)-one C(C)OC1=C(C=CC(=N1)[C@@H](CS(=O)(=O)C)N1C(N(C=2C1=NC=C(C2)C2=C(C=CC=C2)C)C)=O)OC